FC1=C(C(=CC(=C1)OC)OC)S(=O)(=O)NC1=NOC2=C1C(=C1CCC(C1=C2)N2N=CC=C2)OC 2-fluoro-4,6-dimethoxy-N-(4-methoxy-7-(1H-pyrazol-1-yl)-6,7-dihydro-5H-indeno[5,6-d]isoxazol-3-yl)benzenesulfonamide